3-fluoropyridin-2-ol FC=1C(=NC=CC1)O